γ-(2-hydroxylethyl)aminopropyltriethoxysilane Sodium [Na].OCCNCCC[Si](OCC)(OCC)OCC